3-(4-(6-chloro-2-((5-chloro-1-(2,2-difluoroethyl)-1H-pyrazol-4-yl)amino)quinazolin-7-yl)piperidin-1-yl)thietane 1,1-dioxide ClC=1C=C2C=NC(=NC2=CC1C1CCN(CC1)C1CS(C1)(=O)=O)NC=1C=NN(C1Cl)CC(F)F